FC1(CC(C1)CN)F (3,3-difluorocyclobutyl)methanamin